4-(4,6-Dimethoxy-1,3,5-Triazine-2-Yl)-4-Methyl-Morpholinium Chloride [Cl-].COC1=NC(=NC(=N1)OC)[N+]1(CCOCC1)C